2-(2-Aminopyridin-3-yl)-3-(4-(chloromethyl)phenyl)-N-methyl-3H-imidazo[4,5-b]pyridine-5-carboxamide NC1=NC=CC=C1C1=NC=2C(=NC(=CC2)C(=O)NC)N1C1=CC=C(C=C1)CCl